5-(2-methyl-2-adamantyloxycarbonylmethyloxycarbonyl)-bicyclo[2.2.1]hept-2-ene CC1(C2CC3CC(CC1C3)C2)OC(=O)COC(=O)C2C3C=CC(C2)C3